N1(CCC1)CC(C(=O)OCC)C(C)C ethyl 2-(azetidin-1-ylmethyl)-3-methylbutanoate